2-(4-chloro-1-isopropyl-1H-pyrazol-5-yl)-6,7-dihydropyrazolo[1,5-a]pyrimidin-5(4H)-one ClC=1C=NN(C1C1=NN2C(NC(CC2)=O)=C1)C(C)C